BrC=1C=C(CN2CCC(CC2)(F)F)C=C(C1OC)F 1-(3-bromo-5-fluoro-4-methoxybenzyl)-4,4-difluoropiperidine